C(C)C=1C(NC=2N(C1)N=C(C2)CN2CCN(CC2)C=2C=CC(=NC2C(F)(F)F)C(=O)NC)=O 5-(4-((6-ethyl-5-oxo-4,5-dihydropyrazolo[1,5-a]pyrimidin-2-yl)methyl)piperazin-1-yl)-N-methyl-6-(trifluoromethyl)picolinamide